2-methoxy-N-((1-phenylcyclopropyl)methyl)-5,6,7,8-tetrahydroquinoline-3-carboxamide COC1=NC=2CCCCC2C=C1C(=O)NCC1(CC1)C1=CC=CC=C1